C1(CC1)C=1C(=NON1)C(=O)N[C@@H](C1CCC(CC1)(F)F)C=1N=C2N(N=CC(=C2)[C@@H](C(F)(F)F)NC(CC2CC(C2)(F)F)=O)C1 |o1:28| 4-Cyclopropyl-N-((S)-(7-((S*)-1-(2-(3,3-difluorocyclobutyl)acetamido)-2,2,2-trifluoroethyl)imidazo[1,2-b]pyridazin-2-yl)(4,4-difluorocyclohexyl)methyl)-1,2,5-oxadiazole-3-carboxamide